NCC1=C(C=CC=C1)N1N=C(C=C1)C(=O)N1CCN(CC1)CCO (1-(2-(aminomethyl)phenyl)-1H-pyrazol-3-yl)(4-(2-hydroxyethyl)piperazin-1-yl)methanone